ClC1=CC=C(C=C1)C=1C=C(C(N(N1)C1=CC(=CC=C1)F)=O)C(=O)NC(CO)C1CC1 (+)-6-(4-chlorophenyl)-N-(1-cyclopropyl-2-hydroxyethyl)-2-(3-fluorophenyl)-3-oxo-2,3-dihydropyridazine-4-carboxamide